1-vinylimidazole iodide [I-].C(=C)N1C=NC=C1